COC(CC1=CC=CC=C1)OC 2,2-dimethoxyethylbenzene